butyl (N-(2-(1-(7-methoxy-6-(methoxymethoxy)quinolin-4-yl)piperidin-4-yl)propyl)sulfamoyl)carbamate COC1=C(C=C2C(=CC=NC2=C1)N1CCC(CC1)C(CNS(=O)(=O)NC(OCCCC)=O)C)OCOC